tert-Butyl (4-(5-amino-2,4-difluorophenyl)thiazol-2-yl)(3-(trifluoromethyl)phenyl)carbamate NC=1C(=CC(=C(C1)C=1N=C(SC1)N(C(OC(C)(C)C)=O)C1=CC(=CC=C1)C(F)(F)F)F)F